N1(C=NC=C1)C=1N=C(C2=C(N1)C=CN2)C(=O)NC2CCN(CC2)CCOC 2-(1H-Imidazol-1-yl)-N-(1-(2-methoxyethyl)piperidin-4-yl)-5H-pyrrolo[3,2-d]pyrimidine-4-carboxamide